BrC1=C2CCN([C@@H](C2=C(C=C1)OCC=1OC(=NN1)C)CN1C(C2=CC=CC=C2C1)=O)C(=O)C1CCCCC1 (1S,2R)-2-((S)-5-Bromo-8-((5-methyl-1,3,4-oxadiazol-2-yl)methoxy)-1-((1-oxoisoindolin-2-yl)methyl)-1,2,3,4-tetrahydroisochinolin-2-carbonyl)cyclohexan